N-Morpholinyl-Amide N1(CCOCC1)[NH-]